C1(CC1)NC1=NC(=NC=C1C(=O)N)NC1=CC2=C(OC[C@H](CN2)O)C=C1 (S)-4-(cyclopropylamino)-2-((3-hydroxy-2,3,4,5-tetrahydro-benzo[b][1,4]oxazepin-7-yl)amino)pyrimidine-5-carboxamide